(5-chloro-3-ethylpyrazolo[1,5-a]pyrimidin-7-yl)(4-(pyridin-2-yl)benzyl)carbamic acid tert-butyl ester C(C)(C)(C)OC(N(CC1=CC=C(C=C1)C1=NC=CC=C1)C1=CC(=NC=2N1N=CC2CC)Cl)=O